tert-butyl ((1-(tetrahydro-2H-pyran-2-yl)-4-(4-(trifluoromethyl)phenyl)-4,5,6,7-tetrahydro-1H-pyrazolo[4,3-b]pyridin-6-yl)methyl)carbamate O1C(CCCC1)N1N=CC=2N(CC(CC21)CNC(OC(C)(C)C)=O)C2=CC=C(C=C2)C(F)(F)F